C(C1=CC=CC=C1)N1C2=NC=NC(=C2N=C1C=1C(=CC(=NC1)N1CC(C1)N)C)OC1(CC1)C 1-(5-(9-Benzyl-6-(1-methylcyclopropoxy)-9H-purin-8-yl)-4-methylpyridin-2-yl)azetidin-3-amine